6-amino-allyl-cytosine Neodymium fluoride [F-].[Nd+3].NC1=CC(=NC(N1)=O)NCC=C.[F-].[F-]